C(C)(=O)[O-].[NH+]12CCCN=C2CCC1 1,5-diazabicyclo[4.3.0]non-5-enium Acetat